C1(=CC=CC=C1)C(N1CC(C1)(C(=O)N)O)C1=CC=CC=C1 1-(diphenylmethyl)-3-hydroxyazetidine-3-carboxamide